3-methoxybenzoylamino-methyl-7-azaspiro[3.5]nonane-7-carboxylate COC=1C=C(C(=O)NC2(CCC23CCN(CC3)C(=O)[O-])C)C=CC1